C(#N)[C@@]1(C(N(C[C@H]1C)C=1C=2N(N=CC1)C=C(C2)C=2C=NN(C2)C2CN(C2)C(=O)OC(C)(C)C)=O)C2CC2 tert-butyl 3-(4-(4-((3R,4S)-3-cyano-3-cyclopropyl-4-methyl-2-oxopyrrolidin-1-yl)pyrrolo[1,2-b]pyridazin-6-yl)-1H-pyrazol-1-yl)azetidine-1-carboxylate